tert-butyl 2-(2-(3-((1S,3S)-3-methyl-1-(4-methyl-4H-1,2,4-triazol-3-yl)cyclobutyl)phenyl)-3-oxo-7-(trifluoromethyl)isoindol-5-yl)pyrrolidine-1-carboxylate CC1CC(C1)(C1=NN=CN1C)C=1C=C(C=CC1)N1CC2=C(C=C(C=C2C1=O)C1N(CCC1)C(=O)OC(C)(C)C)C(F)(F)F